2-(1-(difluoromethyl)cyclopropyl)-N-(4-(6-fluoro-3,4-dihydroisoquinolin-2(1H)-yl)-2,6-Dimethylphenyl)acetamide FC(C1(CC1)CC(=O)NC1=C(C=C(C=C1C)N1CC2=CC=C(C=C2CC1)F)C)F